FC1=C(C=CC(=C1[N+](=O)[O-])NC)C=1CCN(CC1)C(=O)OC(C)(C)C tert-butyl 4-(2-fluoro-4-(methylamino)-3-nitrophenyl)-3,6-dihydropyridine-1(2H)-carboxylate